4-(4-(cyclopropyl(methyl-d3)amino)-8-fluoro-2-(((2R,7aS)-2-fluorotetrahydro-1H-pyrrolizin-7a(5H)-yl)methoxy)pyrido[4,3-d]pyrimidin-7-yl)-5-ethynyl-6-fluoronaphthalen-2-ol C1(CC1)N(C=1C2=C(N=C(N1)OC[C@]13CCCN3C[C@@H](C1)F)C(=C(N=C2)C2=CC(=CC1=CC=C(C(=C21)C#C)F)O)F)C([2H])([2H])[2H]